ethyltrimethylammonium, dimethyldiethylammonium salt C[N+](CC)(CC)C.C(C)[N+](C)(C)C